FC1=C(C(=C(C(=C1[B-](C1=C(C(=C(C(=C1F)F)F)F)F)(C1=C(C(=C(C(=C1F)F)F)F)F)C1=C(C(=C(C(=C1F)F)F)F)F)F)F)F)F.C(CCCCCCCCCCCCCCCCC)N(C1=CC=CC=C1)CCCCCCCCCCCCCCCCCC N,N-dioctadecylaniline tetrakis(pentafluorophenyl)borate